OC(CNC(N)=O)(O)O N'-tris-hydroxyethyl-urea